methoxy-2-oxo-2H-[1,4'-bipyridine]-3-carboxylic acid COC1=C(C(N(C=C1)C1=CC=NC=C1)=O)C(=O)O